2-((Cyclopropyl(methyl)amino)methyl)-4-propyl-1-thioxo-2,4-dihydro-[1,2,4]triazolo[4,3-a]quinazolin-5(1H)-one C1(CC1)N(C)CN1N=C2N(C3=CC=CC=C3C(N2CCC)=O)C1=S